COC1=C(NCC#CC=2N=C3N(C=CC=C3[C@H]3N[C@H]4CN(C[C@@H]3C4)C)C2CC(F)(F)F)C=CC(=C1)S(=O)(=O)C 2-methoxy-N-(3-(8-((1S,5R,7S)-3-methyl-3,6-diazabicyclo[3.2.1]octan-7-yl)-3-(2,2,2-trifluoroethyl)imidazo[1,2-a]pyridin-2-yl)prop-2-yn-1-yl)-4-(methylsulfonyl)aniline